8'-Bromo-3-((4-chlorophenyl)amino)-7'-fluoro-3'-methylspiro[cyclobutane-1,1'-pyrrolo[2,3-c]quinolin]-2'(3'H)-one BrC1=CC=2C3=C(C=NC2C=C1F)N(C(C31CC(C1)NC1=CC=C(C=C1)Cl)=O)C